ClC1=NC=C(C(=C1)C1=C(C=NC(=C1)C)C(=O)NC=1SC2=C(N1)CN(C2)C(=O)C2=NC=C(C(=N2)OC)Cl)OC 2'-chloro-N-(5-(5-chloro-4-methoxypyrimidine-2-carbonyl)-5,6-dihydro-4H-pyrrolo[3,4-d]thiazol-2-yl)-5'-methoxy-6-methyl-[4,4'-bipyridine]-3-carboxamide